2-amino-4-[8-azabicyclo[3.2.1]Octane-3-yl]-1,3-benzothiazole-6-carboxylic acid methyl ester COC(=O)C1=CC2=C(N=C(S2)N)C(=C1)C1CC2CCC(C1)N2